2-{4-[(2-bromo-4-methyl-1,3-thiazol-5-yl)oxy]-3-fluorophenyl}-4-(2-methoxy-5-methylphenyl)-1,2,4-triazol-3-one BrC=1SC(=C(N1)C)OC1=C(C=C(C=C1)N1N=CN(C1=O)C1=C(C=CC(=C1)C)OC)F